CN1C(=NC=C1)CN1CCCC1 1-methyl-2-(pyrrolidin-1-yl-methyl)-1H-imidazol